CC1=NN(C(=C1)C)C=1C=C(C=CC1)C1=CN=C2N1C=CC(=C2)C(=O)N[C@@H](CC(=O)NC)C2=CC=C(C=C2)O 3-[3-(3,5-dimethylpyrazol-1-yl)phenyl]-N-[(1S)-1-(4-hydroxyphenyl)-3-(methylamino)-3-oxopropyl]imidazo[1,2-a]pyridine-7-carboxamide